O1C(=C(C=C1)C(=O)[O-])C(=O)OC1CCCCC1 cyclohexyl furandicarboxylate